BrC1=CC(=C(C(=O)NC)C=C1)NC(=O)NC1=CC(=CC(=C1)Br)Br 4-bromo-2-[3-(3,5-dibromophenyl)ureido]-N-methylbenzamide